6-Fluoro-4-(4-fluorophenyl)-N-((1-methylpiperidin-4-yl)methyl)-3,4-dihydroquinoxaline FC=1C=C2N(CCN(C2=CC1)CC1CCN(CC1)C)C1=CC=C(C=C1)F